CS(=O)(=O)C1=C(C=C(CC2CC3(CN(C3)C(=O)N3CC4(C3)NC(CC4)=O)C2)C=C1)C(F)(F)F 2-[6-[4-methanesulfonyl-3-(trifluoromethyl)benzyl]-2-azaspiro[3.3]heptane-2-carbonyl]-2,5-diazaspiro[3.4]octan-6-one